CC(CC(=O)O)(C(CC)C)C 3,3,4-trimethylhexanoic acid